FC=1C(=NC(=NC1)NC1=CC(=CC=C1)OCCN1C(CCC1)=O)OC1=CC=C(CN(C(C=C)=O)C)C=C1 N-(4-(5-fluoro-2-(3-(2-(2-oxopyrrolidin-1-yl)ethoxy)phenylamino)pyrimidin-4-yloxy)benzyl)-N-methylacrylamide